C(C)(C)(C)C1=CC=C(C(=N1)F)C(=O)O 6-tert-butyl-2-fluoro-pyridine-3-carboxylic acid